methyl 1-((4-bromonaphthalen-1-yl)methyl)piperidine-4-carboxylate BrC1=CC=C(C2=CC=CC=C12)CN1CCC(CC1)C(=O)OC